2-((2S)-1-Acryloyl-4-(7-(6-methoxy-3,4-dihydroisoquinolin-2(1H)-yl)-2-(2-(pyrrolidin-1-yl)ethoxy)-5,6,7,8-tetrahydroquinazolin-4-yl)piperazin-2-yl)acetonitrile C(C=C)(=O)N1[C@H](CN(CC1)C1=NC(=NC=2CC(CCC12)N1CC2=CC=C(C=C2CC1)OC)OCCN1CCCC1)CC#N